NC=1C2=C(N=CN1)N(C1=C2N=C(C=C1)Br)CC(=O)O 2-(4-amino-6-bromo-9H-pyrido[2',3':4,5]pyrrolo[2,3-d]pyrimidin-9-yl)acetic acid